(3S,8S,9S,10R,13R,14S,17R)-10,13-dimethyl-17-((R)-4-(pyrimidin-5-yl)butan-2-yl)-2,3,4,7,8,9,10,11,12,13,14,15,16,17-tetradecahydro-1H-cyclopenta[a]phenanthren-3-ol C[C@]12[C@H]3CC[C@@]4([C@H](CC[C@H]4[C@@H]3CC=C2C[C@H](CC1)O)[C@H](C)CCC=1C=NC=NC1)C